2,2'-dihydroxy-6,6'-diacetyl-1,1'-binaphthyl OC1=C(C2=CC=C(C=C2C=C1)C(C)=O)C1=C(C=CC2=CC(=CC=C12)C(C)=O)O